N-(3-(2-(difluoromethoxy)-5-hydroxyphenyl)-1-methyl-1H-pyrazol-4-yl)pyrazolo[1,5-a]pyrimidine-3-carboxamide FC(OC1=C(C=C(C=C1)O)C1=NN(C=C1NC(=O)C=1C=NN2C1N=CC=C2)C)F